N-(2-(4-amino-3-(4-phenoxyphenyl)-1H-pyrazolo[3,4-d]pyrimidin-1-yl)ethyl)-2,3,5,6-tetrafluorobenzenesulfonamide NC1=C2C(=NC=N1)N(N=C2C2=CC=C(C=C2)OC2=CC=CC=C2)CCNS(=O)(=O)C2=C(C(=CC(=C2F)F)F)F